{4-[(3S)-3-{[(1R)-1-(naphthalen-1-yl)ethyl]amino}tetrahydro-1H-pyrrol-1-yl]-2-methoxyphenyl}acetic acid C1(=CC=CC2=CC=CC=C12)[C@@H](C)N[C@@H]1CN(CC1)C1=CC(=C(C=C1)CC(=O)O)OC